C1(CCCC1)CNC1=NC=NC(=C1C#N)C=1OC=CC1 4-(Cyclopentylmethylamino)-6-(2-furyl)pyrimidine-5-carbonitrile